CNCC(=O)O Methylamino-Acetic Acid